(S)-5-bromo-2-(3,4-dimethylpiperazin-1-yl)aniline di-tert-butyl-(S)-1,2,3-oxathiazinane-3,4-dicarboxylate C(C)(C)(C)OC(=O)N1SOCC[C@H]1C(=O)OC(C)(C)C.BrC=1C=CC(=C(N)C1)N1C[C@@H](N(CC1)C)C